(R)-6-(6-acetyl-2,6-diazaspiro[3.3]heptan-2-yl)-N-(2-(4-cyanothiazolidin-3-yl)-2-oxoethyl)quinoline-4-carboxamide C(C)(=O)N1CC2(CN(C2)C=2C=C3C(=CC=NC3=CC2)C(=O)NCC(=O)N2CSC[C@H]2C#N)C1